ClC=1C(=CC(=NC1)NC1CCC(CC1)NC(COCCNS(=O)(=O)C(F)(F)F)C)C1=NC(=CC=C1)NCC1(CCOCC1)C#N [2-[2-[[4-[[5-chloro-4-[6-[(4-cyanotetrahydropyran-4-yl)methyl-amino]-2-pyridyl]-2-pyridyl]amino]cyclohexyl]amino]propoxy]ethyl]-1,1,1-trifluoro-methanesulfonamide